C(CCCCCCCCCCCCCCCCC)(=O)[O-].[K+] Potassium stearat